1-(4-chlorobenzofuran-7-yl)ethan-1-one ClC1=CC=C(C2=C1C=CO2)C(C)=O